N-(6-chloro-4-(propan-2-yl)-1,5-naphthyridin-3-yl)-N'-(2-cyano-3-methylpyridin-4-yl)urea ClC=1N=C2C(=C(C=NC2=CC1)NC(=O)NC1=C(C(=NC=C1)C#N)C)C(C)C